1-(4-(6-chloro-7-(naphthalen-1-yl)quinazolin-4-yl)piperazin-1-yl)prop-2-en-1-one ClC=1C=C2C(=NC=NC2=CC1C1=CC=CC2=CC=CC=C12)N1CCN(CC1)C(C=C)=O